OC(CC1NCC2C1CC(C2)(O)CC=2SC=CC2)C2=NC=C(C=C2)O (2-hydroxy-2-(5-hydroxypyridin-2-yl)ethyl)-5-(thiophen-2-ylmethyl)octahydrocyclopenta[c]pyrrol-5-ol